(3S)-2-[(2S)-2-[[(2S)-1-ethoxy-1-oxo-4-phenylbutan-2-yl]amino]propanoyl]-3,4-dihydro-1H-isoquinoline-3-carboxylic acid C(C)OC([C@H](CCC1=CC=CC=C1)N[C@H](C(=O)N1CC2=CC=CC=C2C[C@H]1C(=O)O)C)=O